(2S,4R)-1-(2-(3-acetyl-5-(2-methylpyrimidin-5-yl)-1H-indazol-1-yl)acetyl)-N-(6-bromo-3-(methoxymethyl)pyridin-2-yl)-4-fluoropyrrolidine-2-carboxamide C(C)(=O)C1=NN(C2=CC=C(C=C12)C=1C=NC(=NC1)C)CC(=O)N1[C@@H](C[C@H](C1)F)C(=O)NC1=NC(=CC=C1COC)Br